2-methylthio-N6-(cis-hydroxy-isopentenyl)adenosine CSC=1N=C(C=2N=CN([C@H]3[C@H](O)[C@H](O)[C@@H](CO)O3)C2N1)NC(CC(=C)C)O